CC1(CC(C(O1)=O)=O)C dihydro-5,5-dimethyl-2,3-furandione